(R)-N-methyl-1-phenylethanamine CN[C@H](C)C1=CC=CC=C1